OC1=CC=C(C=C1)CC(=O)N1CC2N(C(C3=C(NC2=O)C=CC(=C3)C3=CC(=CC=C3)C(F)(F)F)=O)CC1 2-(2-(4-hydroxyphenyl)acetyl)-8-(3-(trifluoromethyl)phenyl)-1,3,4,12a-tetrahydrobenzo[e]pyrazino[1,2-a][1,4]diazepine-6,12(2H,11H)-dione